O=C1C(=CN=CN1CC(=O)N[C@@H](C)C1=CC=C(C=C1)OC(F)(F)F)C=1C=NC=CC1 (S)-2-(6-oxo-5-(pyridin-3-yl)pyrimidin-1(6H)-yl)-N-(1-(4-(trifluoromethoxy)phenyl)ethyl)acetamide